C(C)C=1C=CC(=C(C1)S(=O)(=O)NC1=NOC2=C1C(=CC(=C2)OC=2SC(=CN2)CNC(OC)=O)OC)OC methyl ((2-((3-((5-ethyl-2-methoxyphenyl)sulfonamido)-4-methoxybenzo[d]isoxazol-6-yl)oxy)thiazol-5-yl)methyl)carbamate